1-(difluoromethyl)-2-iodobenzene FC(C1=C(C=CC=C1)I)F